acryloyloxyundecyldimethylmonochlorosilane C(C=C)(=O)OCCCCCCCCCCC[Si](Cl)(C)C